1-({4'-Acetyl-2-[(2,3-dihydro-1H-inden-2-yloxy)methyl]-3',5'-dimethoxy-[1,1'-biphenyl]-4-yl}amino)cyclopropane-1-carboxylic acid C(C)(=O)C1=C(C=C(C=C1OC)C1=C(C=C(C=C1)NC1(CC1)C(=O)O)COC1CC2=CC=CC=C2C1)OC